CN1N=CC=C1C(=O)NC1=CC=C2C(=N1)NC(=C2)C2=CC(=CC=C2)C(F)(F)F 1-methyl-N-(2-(3-(trifluoromethyl)phenyl)-1H-pyrrolo[2,3-b]pyridin-6-yl)-1H-pyrazole-5-carboxamide